C(#N)C1=C(OC2=CC=NC(=N2)OC2=C(C=CC=C2)/C(/C(=O)OC)=C\OC)C=CC=C1 methyl (E)-2-(2-((6-(2-cyanophenoxy) pyrimidyl) oxy) phenyl)-3-methoxyacrylate